FC1=CC2=C(N(C(N=C2N2[C@@H](CN(C[C@@H]2C)C(=O)OC(C)(C)C)C)=O)C=2C(=NC=CC2C)C(C)C)N=C1C1=C(C=CC=C1O)F (M)-tert-butyl (3R,5S)-4-(6-fluoro-7-(2-fluoro-6-hydroxyphenyl)-1-(2-isopropyl-4-methylpyridin-3-yl)-2-oxo-1,2-dihydropyrido[2,3-d]pyrimidin-4-yl)-3,5-dimethylpiperazine-1-carboxylate